[Si](C)(C)(C(C)(C)C)OCCCN1C(C(=CC2=CN=C(C=C12)Cl)C1=C(C(=CC(=C1Cl)OC)OC)Cl)C=O 1-(3-((tert-butyldimethylsilyl)oxy)propyl)-7-chloro-3-(2,6-dichloro-3,5-dimethoxyphenyl)-1,6-Naphthyridine-2(1H)-aldehyde